(1R,3S,5R)-2-(2-(4-amino-8-methoxy-9H-pyrimido[4,5-b]indol-9-yl)acetyl)-N-(6-bromopyridin-2-yl)-2-azabicyclo[3.1.0]hexane-3-carboxamide NC1=NC=NC=2N(C3=C(C=CC=C3C21)OC)CC(=O)N2[C@@H]1C[C@@H]1C[C@H]2C(=O)NC2=NC(=CC=C2)Br